N7-(1,1-dioxo-3,4-dihydro-2H-thiochromen-4-yl)-2-isopropyl-pyrazolo[1,5-a]pyrimidine-3,7-dicarboxamide O=S1(CCC(C2=CC=CC=C12)NC(=O)C1=CC=NC=2N1N=C(C2C(=O)N)C(C)C)=O